ClC1=C(C=C2C=C(N=CC2=C1)NC(=O)C1CC12CCC(CC2)(F)F)N2CCN(CC2)C2(COCC2O)C N-(7-chloro-6-(4-(4-hydroxy-3-methyltetrahydrofuran-3-yl)piperazin-1-yl)isoquinolin-3-yl)-6,6-difluorospiro[2.5]octane-1-carboxamide